2-(4,5-diphenyloxazol-2-yl)sulfanylethyl acetate C(C)(=O)OCCSC=1OC(=C(N1)C1=CC=CC=C1)C1=CC=CC=C1